tetramethoxy-1,3-cyclobutanediol COC1(C(C(C1O)(OC)OC)O)OC